5-methyl-1-(1-methylazetidin-3-yl)-1H-indole CC=1C=C2C=CN(C2=CC1)C1CN(C1)C